N-(2-cyclopropyl-4-iodo-5-methylphenyl)-N-(3-ethyl-5-methylpyridin-2-yl)but-2-ynamide C1(CC1)C1=C(C=C(C(=C1)I)C)N(C(C#CC)=O)C1=NC=C(C=C1CC)C